C1(=CC=CC=2C3=CC=CC=C3C=CC12)C(CCC)=O 1-phenanthryl-1-butanone